(4-ethylpiperazin-1-yl)(4'-fluoro-3'-((6-methoxy-2-(2-methylimidazo[2,1-b][1,3,4]thiadiazol-6-yl)benzofuran-4-yl)methoxy)-[1,1'-biphenyl]-4-yl)methanone C(C)N1CCN(CC1)C(=O)C1=CC=C(C=C1)C1=CC(=C(C=C1)F)OCC1=CC(=CC2=C1C=C(O2)C=2N=C1SC(=NN1C2)C)OC